O1N=C(N=C1)C1CNCCO1 2-(1,2,4-oxadiazol-3-yl)morpholine